1-(4-(4-chloro-2-oxopyridin-1(2H)-yl)phenyl)-5-cyano-N-ethyl-1H-pyrazole-4-carboxamide ClC1=CC(N(C=C1)C1=CC=C(C=C1)N1N=CC(=C1C#N)C(=O)NCC)=O